CN1[C@H]([C@H](CCC1)C1=CC=2C(=NC=CC2NC=2C=CC3=C(N=CS3)C2F)S1)C N-(2-((2S,3S)-1,2-dimethylpiperidin-3-yl)thieno[2,3-b]pyridin-4-yl)-4-fluorobenzo[d]thiazol-5-amine